Bis(Ethyl-n-propylamino)Methylvinylsilane C(C)N(CCC)C(N(CC)CCC)C=C[SiH3]